C(#N)CC=1C=C(CNCCCCOCCNC2=NC3=C(C4=CN=CC=C24)C=CC(=C3)C(=O)N)C=C(C1)F 5-((2-(4-((3-(cyanomethyl)-5-fluorobenzyl)amino)butoxy)ethyl)amino)benzo[c][2,6]naphthyridine-8-carboxamide